OC=1C=C(C(=O)O)C=C(C1)O.N1=CC=CC(=C1)C1N(C)CCC1 nicotine-3,5-dihydroxybenzoate salt